C(C)(C)(C)OC(=O)N1C[C@@]2(NC3=NC(=C(C=C3CC2)B(O)O)C)CC1 (S)-(1-(tert-Butoxycarbonyl)-7'-methyl-3',4'-dihydro-1'H-spiro[pyrrolidin-3,2'-[1,8]naphthyridin]-6'-yl)boronic acid